CC1=CC(=NN1C1=CC=C(C=C1)CC1=CC=C(C=C1)C=1C=NC(=CC1)CN1CCCC1)C(=O)N 5-methyl-1-(4-(4-(6-(pyrrolidin-1-ylmethyl)pyridin-3-yl)benzyl)phenyl)-1H-pyrazole-3-carboxamide